FC(OC1=C(C=CC(=C1)C(F)(F)F)C=1C=2N(C(=NN1)N[C@@H]1COCC1)C=CC2)F 1-[2-(difluoromethoxy)-4-(trifluoromethyl)phenyl]-N-[(3S)-oxacyclopent-3-yl]pyrrolo[1,2-d][1,2,4]triazin-4-amine